N-(2-chloro-4-(trifluoromethyl)phenyl)-1-(3-cyclopropyl-4-((1-(2-(2,6-dioxopiperidin-3-yl)-1,3-dioxoisoindolin-5-yl)azetidin-3-yl)ethynyl)-1H-pyrazol-1-yl)cyclobutane-1-carboxamide ClC1=C(C=CC(=C1)C(F)(F)F)NC(=O)C1(CCC1)N1N=C(C(=C1)C#CC1CN(C1)C=1C=C2C(N(C(C2=CC1)=O)C1C(NC(CC1)=O)=O)=O)C1CC1